tert-butyl 4-(5-cyclopropyl-7-tosyl-7H-pyrrolo[2,3-d]pyrimidin-4-yl)-2-methylpiperazine-1-carboxylate C1(CC1)C1=CN(C=2N=CN=C(C21)N2CC(N(CC2)C(=O)OC(C)(C)C)C)S(=O)(=O)C2=CC=C(C)C=C2